N-((2-(2,6-Dioxopiperidin-3-yl)-1-oxoisoindolin-5-yl)methyl)-2-(m-tolyl)quinoline-4-carboxamide O=C1NC(CCC1N1C(C2=CC=C(C=C2C1)CNC(=O)C1=CC(=NC2=CC=CC=C12)C=1C=C(C=CC1)C)=O)=O